C(C=C)(=O)N1C[C@H]2[C@H](CC1)CCN2C2=C1C(=C(NC1=C(C=C2F)C(=O)N)C)Cl 4-((3aS,7aR)-6-acryloyloctahydro-1H-pyrrolo[2,3-c]pyridin-1-yl)-3-chloro-5-fluoro-2-methyl-1H-indole-7-carboxamide